O1C(=CC=C1)CN1N=CC(=C1)C1=NC=2N3C(N(C(C2N1)=O)CCC)=NC=C3 2-[1-(2-furylmethyl)pyrazol-4-yl]-5-propyl-3H-imidazo[2,1-b]purin-4-one